OC1=C(C=CC=C1)C=1SC2=C(N1)CC[C@@]1([C@H]3CC[C@]4([C@H]([C@@H]3CC=C12)CCC4O)C)C (5aR,5bS,7aS,10aS,10bR)-2-(2-hydroxyphenyl)-5a,7a-dimethyl-5,5a,5b,6,7,7a,8,9,10,10a,10b,11-dodecahydro-4H-cyclopenta[7,8]phenanthro[2,1-d]thiazol-8-ol